[P].[S].[Zn] zinc sulfur-phosphorus salt